2-[4-(1H-imidazol-5-yl)piperidin-1-yl]-3-(6-fluoropyridin-3-yl)-benzene-1-carbonitrile N1C=NC=C1C1CCN(CC1)C1=C(C=CC=C1C=1C=NC(=CC1)F)C#N